CC1(OB(OC1(C)C)CC1CCOCC1)C 4,4,5,5-tetramethyl-2-(tetrahydropyran-4-ylmethyl)-1,3,2-dioxaborolane